(R)-ethyl(methyl)-λ6-sulfanone C(C)[SH2](=O)C